C(C)(C)(C)N(C(O)=O)S(NCCCCCN(C)C1=NC=NC2=CC(=C(C=C12)OC)OC)(=O)=O.NC1=C(C=CC(=C1)CCC1=CC=C(C=C1)C(F)(F)F)NC(CCCCCC)=O N-(2-Amino-4-(4-(trifluoromethyl)phenethyl)phenyl)heptanamid tert-butyl-(N-(5-((6,7-dimethoxyquinazolin-4-yl)(methyl)amino)pentyl)sulfamoyl)carbamate